C(=O)(O)[C@H](CC(=O)N1CC2=CC(=CC(=C2C1C)Cl)OC)C 2-((S)-3-carboxybutanoyl)-4-chloro-6-methoxy-3-methylisoindolin